2-(2-((diphenylmethylene)amino-15N)-2-methylpropyl)isoindoline-1,3-dione C1(=CC=CC=C1)C(C1=CC=CC=C1)=[15N]C(CN1C(C2=CC=CC=C2C1=O)=O)(C)C